FC1=CC(=CC2=CN(N=C12)C)NC(=O)N1CCC=2C1=NC=CC2N2CC1(CN(C1)C(=O)OCCCC)C2 butyl 6-(1-((7-fluoro-2-methyl-2H-indazol-5-yl)carbamoyl)-2,3-dihydro-1H-pyrrolo[2,3-b]pyridin-4-yl)-2,6-diazaspiro[3.3]heptane-2-carboxylate